3-chloro-4-[(3,5-difluoropyridin-2-yl)methoxy]-2'-(3-isopropyl-2-oxopyridin-1-yl)-5',6-dimethyl-[1,4'-bipyridin]-2-one ClC=1C(N(C(=CC1OCC1=NC=C(C=C1F)F)C)C1=CC(=NC=C1C)N1C(C(=CC=C1)C(C)C)=O)=O